OC1=C(C2=C(N(C1=O)CC1=CN=C3N1C=CC=C3C3=CC(=NC=C3)OC)C=CS2)C(=O)O 6-hydroxy-4-{[8-(2-methoxypyridin-4-yl)imidazo[1,2-a]pyridin-3-yl]methyl}-5-oxo-4,5-dihydrothieno[3,2-b]pyridine-7-carboxylic acid